α-tolualdehyde C1(=CC=CC=C1)CC=O